[K].C(C)N1CCC(CC1)S(=O)(=O)NC(NC1=C2CCCC2=CC=2CCCC12)=O 1-ethyl-N-((1,2,3,5,6,7-hexahydro-s-indacen-4-yl)carbamoyl)piperidine-4-sulfonamide monopotassium salt